8-(3-Hydroxy-propoxy)-6,6-dimethyl-6H-benzo[b]naphtho[2,3-d]furan-11-one OCCCOC=1C=C2C(C3=C(C4=C(O3)C=CC=C4)C(C2=CC1)=O)(C)C